NC1=NN2C(C=C(C=C2)C=2C(=C(C(=O)NCC(C(O)C3=NC(=CC=C3)Cl)(F)F)C(=CC2)Cl)F)=N1 (2-amino-[1,2,4]triazolo[1,5-a]pyridin-7-yl)-6-chloro-N-(3-(6-chloropyridin-2-yl)-2,2-difluoro-3-hydroxypropyl)-2-fluorobenzamide